[1-[[tert-butyl(diphenyl)silyl]oxymethyl]cyclopropyl]methanol [Si](C1=CC=CC=C1)(C1=CC=CC=C1)(C(C)(C)C)OCC1(CC1)CO